3,5,6-trimethyl-pyrazine CC=1C=NC(=C(N1)C)C